FC1=CC2=CN(N=C2C=C1COC1=CC=CC(=N1)C1CCN(CC1)CC1=NC2=C(N1C[C@H]1OCC1)C=C(C=C2)C(=O)O)C (S)-2-((4-(6-((5-Fluoro-2-methyl-2H-indazol-6-yl)methoxy)pyridin-2-yl)piperidine-1-yl)methyl)-1-(oxetan-2-ylmethyl)-1H-benzo[d]imidazole-6-carboxylic acid